The molecule is an L-alpha-amino acid obtained by enzyme-mediated intramolecular cyclisation of L-arginine. It has a role as a metabolite. It is a member of guanidines, a member of pyrimidines, a L-arginine derivative and a non-proteinogenic L-alpha-amino acid. It is a conjugate base of a (2S,3R)-capreomycidine(1+). C1CNC(=N[C@H]1[C@@H](C(=O)O)N)N